C(C)(C)(C)OC(=O)N1CCC(CC1)N1CCC(CC1)N1N=C2C=C(C(=CC2=C1)NC(=O)C1=NC(=CC=C1)C(F)(F)F)C(=O)OC methyl 2-(1'-(tert-butoxycarbonyl)-[1,4'-bipiperidin]-4-yl)-5-(6-(trifluoromethyl) pyridinecarboxamido)-2H-indazole-6-carboxylate